methyl 3-(4-(3,7-difluorodibenzo[b,f][1,4]oxazepin-11-yl) piperazin-1-yl)-2,2-dimethylpropionate FC1=CC2=C(C(=NC3=C(O2)C=C(C=C3)F)N3CCN(CC3)CC(C(=O)OC)(C)C)C=C1